(S)-3-(1H-pyrazol-4-yl)-5-(8-(pyrrolidin-2-yl)isochroman-6-yl)pyridin-2-amine N1N=CC(=C1)C=1C(=NC=C(C1)C=1C=C2CCOCC2=C(C1)[C@H]1NCCC1)N